methyl-diphenylacetylene CC1=C(C=CC=C1)C#CC1=CC=CC=C1